N[C@@]1(CN(CC1)C1=NN2C(S1)=NC=C2C2=C(C=C(C=C2)F)OCC)CO (S)-(3-amino-1-(5-(2-ethoxy-4-fluorophenyl)imidazo[2,1-b][1,3,4]thiadiazol-2-yl)pyrrolidin-3-yl)methanol